11-Hydroxy-nonacosanoic acid OC(CCCCCCCCCC(=O)O)CCCCCCCCCCCCCCCCCC